1-[5-(hydroxymethyl)-3-iodo-1-(oxolan-2-yl)-1H-pyrazolo[3,4-b]pyrazine-6-yl]-4-methyl-N-{[1,3]thiazolo[5,4-b]pyridin-6-yl}piperidine-4-carboximidamide OCC=1N=C2C(=NC1N1CCC(CC1)(C(NC=1C=C3C(=NC1)SC=N3)=N)C)N(N=C2I)C2OCCC2